6-Chloro-3-((1-(2-cyclopropyloxazole-5-carbonyl)-4-hydroxypiperidin-4-yl)methyl)-7-phenyl-3H-pyrrolo[2,3-d]pyrimidin-4(7H)-one ClC1=CC2=C(N=CN(C2=O)CC2(CCN(CC2)C(=O)C2=CN=C(O2)C2CC2)O)N1C1=CC=CC=C1